N-(3-(2-methylphenoxy)-2-hydroxy-1-propyl)propane-1,2-diamine CC1=C(OCC(CNCC(C)N)O)C=CC=C1